FC=1C=C2C=3C(=NNC(C3C1)=O)C(C(N2)C2=CC=C(C=C2)F)N2C(N(CC2=O)C(C)C)=O 5-fluoro-8-(4-fluorophenyl)-9-(1-isopropyl-2,4-imidazolinedione-3-yl)-8,9-dihydro-2H-pyrido[4,3,2-de]phthalazin-3(7H)-one